Cl.NCC1=CC=C(S1)C(CSC=1C2=C(N=C(N1)C)N=CC(=C2)C(F)(F)F)=O 1-(5-(aminomethyl)thiophen-2-yl)-2-((2-methyl-6-(trifluoromethyl)pyrido[2,3-d]pyrimidin-4-yl)thio)ethan-1-one hydrochloride